ClC=1C=CC=2C(N1)=CN(N2)C(COC)C 5-chloro-2-(1-methoxypropan-2-yl)pyrazolo[4,3-b]pyridine